N1C=C(C2=CC=CC=C12)C1N(CCN(C1)C1=NC=CC=N1)C(=O)N (1H-indol-3-yl)-4-(pyrimidin-2-yl)piperazine-1-carboxamide